ClC1=C(C=C(C#N)C=C1)C=1NC2=CC(=C(C(=C2C(C1)=O)F)C=1C=NC(=CC1)C(F)F)F 4-chloro-3-(6-(6-(difluoromethyl)pyridin-3-yl)-5,7-difluoro-4-oxo-1,4-dihydroquinolin-2-yl)benzonitrile